OC1(C=CC=C2N=CC(CCN(C(C([2H])([2H])[2H])(C([2H])([2H])[2H])[2H])C(C([2H])([2H])[2H])(C([2H])([2H])[2H])[2H])=C12)C(C(C(C(=O)[O-])([2H])[2H])([2H])[2H])C(=O)[O-] 4-hydroxy-α,α,β,β-tetradeutero-N,N-di(heptadeuteroisopropyl)tryptamine-4-glutarate